6-chloro-5-(2-chlorophenoxy)-3-(((3-fluoropyridin-2-yl)methyl)amino)-4H-benzo[e][1,2,4]thiadiazine 1,1-dioxide ClC=1C=CC2=C(NC(=NS2(=O)=O)NCC2=NC=CC=C2F)C1OC1=C(C=CC=C1)Cl